[N+](=O)([O-])C=1C=C(C=CC1)CC(=O)O 2-(3-Nitrophenyl)acetic acid